5-(4-chlorobenzyl)-2-(2-hydroxypyridin-4-yl)-8-isopropyl-2,5,8-triazaspiro[3.5]nonane-6,9-dione ClC1=CC=C(CN2C3(CN(C3)C3=CC(=NC=C3)O)C(N(CC2=O)C(C)C)=O)C=C1